C1(CCC1)OC=1C=C(C=CC1)C1=CC(=NN1C1=C(C=CC=C1)F)COC(C(=O)O)(C)C 2-([5-(3-Cyclobutoxyphenyl)-1-(2-fluorophenyl)-1H-pyrazol-3-yl]-methoxy)-2-methylpropanoic acid